Ethyl 2-((3-cyanobenzyl)amino)pyrimidine-5-carboxylate C(#N)C=1C=C(CNC2=NC=C(C=N2)C(=O)OCC)C=CC1